(1S,3S)-3-((2-(5-((((5-fluoropentyl)(methyl)carbamoyl)oxy)methyl)-1-methyl-1H-pyrazol-4-yl)-4-methylpyrimidin-5-yl)oxy)cyclohexane-1-carboxylic acid FCCCCCN(C(=O)OCC1=C(C=NN1C)C1=NC=C(C(=N1)C)O[C@@H]1C[C@H](CCC1)C(=O)O)C